C(C1=CC=CC=C1)OC(=O)NC1C(CN(CC1)C(=O)OC(C)(C)C)C tert-butyl 4-(((benzyloxy)carbonyl)amino)-3-methylpiperidine-1-carboxylate